C1(CC1)CNCC=1C=CC=2N(C1)C=C(N2)CN2N=NC(=C2)C=2C=NC=C(C2)N2CCCC2 N-(cyclopropylmethyl)-1-[2-[[4-(5-pyrrolidin-1-yl-3-pyridyl)triazol-1-yl]methyl]imidazo[1,2-a]pyridin-6-yl]methylamine